9-((6-chloro-2,3-dihydro-1H-pyrido[2,3-b][1,4]oxazin-1-yl)methyl)-3-(2-(hydroxymethyl)pyrimidin-5-yl)-4,7-dimethylimidazo[1,5-a]quinazolin-5(4H)-one ClC=1C=CC2=C(OCCN2CC=2C=C(C=C3C(N(C=4N(C23)C=NC4C=4C=NC(=NC4)CO)C)=O)C)N1